O1C=C(C2=C1C=CC=C2)C[C@H](NC(C(N2CC1(CC2)CCOCC1)=O)=O)B(O)O (R)-(2-(benzofuran-3-yl)-1-(2-oxo-2-(8-oxa-2-azaspiro[4.5]decan-2-yl)acetamido)ethyl)boronic acid